1-[7-[5-[(1R)-1-(3,5-dichloro-4-pyridyl)ethoxy]-1H-indazol-3-yl]-2,3-dihydropyrido[2,3-b][1,4]oxazin-1-yl]prop-2-en-1-one ClC=1C=NC=C(C1[C@@H](C)OC=1C=C2C(=NNC2=CC1)C1=CC2=C(OCCN2C(C=C)=O)N=C1)Cl